1-[1-(hydroxymethyl)cyclohexyl]-4-oxo-pyridine-3-carboxylic acid OCC1(CCCCC1)N1C=C(C(C=C1)=O)C(=O)O